C1(CC1)CN(CC(C)(C)NC(OC(C)(C)C)=O)C1(CC1)C1=CC(=C(C=C1)F)C(F)(F)F tert-butyl (1-((cyclopropylmethyl)(1-(4-fluoro-3-(trifluoromethyl)phenyl)cyclopropyl)amino)-2-methylpropan-2-yl)carbamate